FC1=CC=C2C3=C(NC2=C1)C(=NC=C3)C(=O)NCC3=COC=C3 7-fluoro-N-(furan-3-ylmethyl)-9H-pyrido[3,4-b]indole-1-carboxamide